3-fluoro-4-(2-(1-(1-(3-isopropyl-1,2,4-oxadiazol-5-yl)piperidin-4-yl)ethoxy)imidazo[2,1-b][1,3,4]thiadiazol-6-yl)-N-methylbenzenesulfonamid FC=1C=C(C=CC1C=1N=C2SC(=NN2C1)OC(C)C1CCN(CC1)C1=NC(=NO1)C(C)C)S(=O)(=O)NC